2,2,2-trifluoro-1-(4-((3-methylpyridin-4-yl)methyl)-1H-imidazol-2-yl)ethanol FC(C(O)C=1NC=C(N1)CC1=C(C=NC=C1)C)(F)F